1-(((isopropylcarbamoyl)oxy)methyl)pyridine C(C)(C)NC(=O)OCN1CC=CC=C1